tris(2-(4-fluorophenyl)pyridinio)iridium (III) FC1=CC=C(C=C1)C1=[N+](C=CC=C1)[Ir]([N+]1=C(C=CC=C1)C1=CC=C(C=C1)F)[N+]1=C(C=CC=C1)C1=CC=C(C=C1)F